CC([C@H](C(=O)N[C@@H](C(=O)NC)CCCC1=CC=CC=C1)NC(=O)[C@H]1NCCCC1)(C)C (S)-N-((R)-3,3-dimethyl-1-(((R)-1-(methylamino)-1-oxo-5-phenylpentan-2-yl)amino)-1-oxobutan-2-yl)piperidine-2-carboxamide